C(C1=CC=CC=C1)C1CC(N(C1)CC1(C(CN(CC1)C(CC(C)C1=CC=CC=C1)=O)(C)C)O)=O 4-Benzyl-1-((4-hydroxy-3,3-dimethyl-1-(3-phenylbutanoyl)piperidin-4-yl)methyl)pyrrolidin-2-one